C(C=C)(=O)NC1=CC=C(C=C1)C1=NN2N=CN=C(C2=C1C1=CC(=C(C(=O)NCC(C)(C)O)C=C1)OC)N 4-(6-(4-acrylamidophenyl)-4-aminopyrazolo[5,1-f][1,2,4]triazin-5-yl)-N-(2-hydroxy-2-methylpropyl)-2-methoxybenzamide